(S)-7-((7,7-dimethyloctyl)oxy)-6-methoxy-2-methyl-N-(1-(4-(2-((methylamino)-methyl)phenyl)thiophen-2-yl)ethyl)quinazolin-4-amine CC(CCCCCCOC1=C(C=C2C(=NC(=NC2=C1)C)N[C@@H](C)C=1SC=C(C1)C1=C(C=CC=C1)CNC)OC)(C)C